(5R,7S)-benzyl 7-amino-5-((6-(dimethylcarbamoyl)benzo[d]thiazol-2-yl)amino)-2-azaspiro[3.4]octane-2-carboxylate N[C@@H]1C[C@H](C2(CN(C2)C(=O)OCC2=CC=CC=C2)C1)NC=1SC2=C(N1)C=CC(=C2)C(N(C)C)=O